C(C)(C)N1N=C(N=C1[C@H]1C[C@H](CC1)N1CCOCC1)C=1C=NC(=CC1)C(F)(F)F 4-((1S,3R)-3-(1-isopropyl-3-(6-(trifluoromethyl)pyridin-3-yl)-1H-1,2,4-triazol-5-yl)cyclopentyl)morpholine